The molecule is a tetrapeptide composed of L-alanine, two L-leucine units, and L-threonine joined in sequence by peptide linkages. It has a role as a metabolite. It derives from a L-alanine, a L-leucine and a L-threonine. C[C@H]([C@@H](C(=O)O)NC(=O)[C@H](CC(C)C)NC(=O)[C@H](CC(C)C)NC(=O)[C@H](C)N)O